1-((5aS,6R,11bR)-14-(cyclopropylmethyl)-5a,10-dihydroxy-1,2,5,5a,6,7-hexahydro-6,11b-(epiminoethano)naphtho[1,2-d]azepin-3(4H)-yl)-2-(4,4-dimethyl-1,4-azasilinan-1-yl)ethan-1-one C1(CC1)CN1CC[C@]23CCN(CC[C@]2([C@H]1CC1=CC=C(C=C13)O)O)C(CN1CC[Si](CC1)(C)C)=O